N1(CCOCC1)CCCSC1=NC=CC(=N1)NC1=CC(=CC=C1)C#C 2-(3-(morpholinyl)propylthio)-4-(3-ethynylphenylamino)pyrimidine